FC1=C(C=CC(=C1)F)S(=O)(=O)N1CC2=C(CC1)SC=C2C2=NOC(=N2)C(F)(F)F 3-(5-((2,4-difluorophenyl)sulfonyl)-4,5,6,7-tetrahydrothieno[3,2-c]pyridin-3-yl)-5-(trifluoromethyl)-1,2,4-oxadiazole